{2-[2-(Fmoc-amino)ethoxy]ethoxy}acetic acid C(=O)(OCC1C2=CC=CC=C2C2=CC=CC=C12)NCCOCCOCC(=O)O